1-(3-(3-hydroxypropyl)-1-methyl-1H-indol-2-yl)-7-methoxynaphthalen-2-ol OCCCC1=C(N(C2=CC=CC=C12)C)C1=C(C=CC2=CC=C(C=C12)OC)O